ClC=1C=C(N(C2=CC=NC3=CC=C(C=C23)OC)CCNC(OC(C)(C)C)=O)C=CC1F tert-butyl N-[2-(3-chloro-4-fluoro-N-(6-methoxy-4-quinolyl)anilino)ethyl]carbamate